3-[(6-bromopyrazin-2-yl)amino]Azetidine-1-carboxylic acid tert-butyl ester C(C)(C)(C)OC(=O)N1CC(C1)NC1=NC(=CN=C1)Br